IC1=C(C=C(C=C1)N1N=CC=N1)C 2-(2-iodo-5-tolyl)-2H-1,2,3-triazole